ethyl (E)-2-(formyl-methyl-amino)-3-hydroxyacrylate C(=O)N(\C(\C(=O)OCC)=C\O)C